ClC=1C=CC2=C([C@@H](C[C@H](O2)C(=O)NC23CC(C2)(C3)C=3OC(=C(N3)C)C3=CC=C(C=C3)Cl)O)C1 (2S,4R)-6-chloro-N-{3-[5-(4-chlorophenyl)-4-methyl-1,3-oxazol-2-yl]bicyclo[1.1.1]pentan-1-yl}-4-hydroxy-3,4-dihydro-2H-1-benzopyran-2-carboxamide